(1S,3R)-1-(5-bromo-3-fluoropyridin-2-yl)-3-methyl-2-(2,2,2-trifluoroethyl)-1,2,3,4-tetrahydroisoquinoline-6,7-diol BrC=1C=C(C(=NC1)[C@H]1N([C@@H](CC2=CC(=C(C=C12)O)O)C)CC(F)(F)F)F